(2S,4R)-N-[[2-(16-bromohexadecoxy)-4-(4-methylthiazol-5-yl)phenyl]methyl]-1-[(2S)-2-[(1-fluorocyclopropanecarbonyl)amino]-3,3-dimethyl-butanoyl]-4-hydroxy-pyrrolidine-2-carboxamide BrCCCCCCCCCCCCCCCCOC1=C(C=CC(=C1)C1=C(N=CS1)C)CNC(=O)[C@H]1N(C[C@@H](C1)O)C([C@H](C(C)(C)C)NC(=O)C1(CC1)F)=O